C1(CC1)OC=1C(=CC=2C(N1)=NN(C2)C21COC(C2)(C1)COC)C(=O)NC=1C(N(C=CC1)[C@@H]1[C@@H](C1)C)=O 6-cyclopropoxy-2-(1-(methoxymethyl)-2-oxabicyclo[2.1.1]hex-4-yl)-N-(1-((1s,2r)-2-methylcyclopropyl)-2-oxo-1,2-dihydropyridin-3-yl)-2H-pyrazolo[3,4-b]pyridine-5-carboxamide